CC1=C(C=CC=C1C)[C@H](C)C=1NC=NC1 (S)-4-[1-(2,3-dimethylphenyl)ethyl]-3H-imidazole